1-(7-((3,3-Difluorocyclobutyl)amino)-4-(((1R)-1-(3-(difluoromethyl)-2-fluorophenyl)ethyl)amino)-2-Methyl-pyrido[2,3-d]pyrimidin-6-yl)ethanone FC1(CC(C1)NC=1C(=CC2=C(N=C(N=C2N[C@H](C)C2=C(C(=CC=C2)C(F)F)F)C)N1)C(C)=O)F